BrC1=CC=C(C=C1)N1C=NN(C1=O)CSC1=CC(=C(OC(C(=O)O)(C)C)C=C1)Cl 2-(4-(((4-(4-bromophenyl)-5-oxo-4,5-dihydro-1H-1,2,4-triazol-1-yl)methyl)thio)-2-chlorophenoxy)-2-methylpropanoic acid